3-[3-Methyl-4-[2-[3-(methylamino)azetidin-1-yl]ethyl]-2-oxo-benzimidazol-1-yl]piperidine-2,6-dione CN1C(N(C2=C1C(=CC=C2)CCN2CC(C2)NC)C2C(NC(CC2)=O)=O)=O